C(C)(C)(C)N1C=C(C=2C1=NC(=CC2)C(=O)N2CC(C(CC2)C(=O)OC)(C)C)C2=CC(=C(C=C2)Cl)F methyl 1-(1-(tert-butyl)-3-(4-chloro-3-fluorophenyl)-1H-pyrrolo[2,3-b]pyridine-6-carbonyl)-3,3-dimethylpiperidine-4-carboxylate